6-methylpyrimidine-4,6-diamine CC1(C=C(N=CN1)N)N